2-fluoro-6-{[1-(propan-2-yl)piperidin-4-yl]oxy}aniline FC1=C(N)C(=CC=C1)OC1CCN(CC1)C(C)C